C(C)O[C@H]1CC[C@H](CC1)NC=1N=CC2=C(N1)NC=C2C2=CC=1C=NC=CC1S2 N-(cis-4-ethoxycyclohexyl)-5-(thieno[3,2-c]pyridin-2-yl)-7H-pyrrolo[2,3-d]pyrimidin-2-amine